[N+](=O)([O-])C1=CC=C(C=C1)S(=O)(=O)O 4-Nitrobenzenesulfonic acid